ON1N=C2C(=N1)C=CC(=C2C2=CC=CC=C2)O 2-hydroxy-hydroxyphenyl-benzotriazole